3-cyano-5-(4-methylpyridin-3-yl)-N-(pyridin-2-yl)benzamide C(#N)C=1C=C(C(=O)NC2=NC=CC=C2)C=C(C1)C=1C=NC=CC1C